The molecule is a member of the class of cinnamamides obtained by formal condensation of the carboxy group of 4-coumaric acid with the primary amino group of agmatine. It is a member of guanidines, a member of phenols and a member of cinnamamides. It derives from an agmatine and a 4-coumaric acid. It is a conjugate acid of a p-coumaroylagmatine(1+). C1=CC(=CC=C1/C=C/C(=O)NCCCCN=C(N)N)O